(4-(difluoromethoxy)phenyl)methanamine FC(OC1=CC=C(C=C1)CN)F